ClC1=CC=C(C(=N1)C(=O)O)NC(C)C=1C=C(C=C2C(N(C(=NC12)N1CCC2(CC2)CC1)C)=O)C 6-chloro-3-((1-(3,6-dimethyl-4-oxo-2-(6-azaspiro[2.5]octan-6-yl)-3,4-dihydroquinazolin-8-yl)ethyl)amino)picolinic acid